C(C1=CC=CC=C1)[C@H]1CC(C2=C3C4=C(N(C(N14)=O)C)C=NC3=CC(=C2C=2C=NC(=CC2)OCCCN2CCCCC2)F)=O (S)-10-benzyl-6-fluoro-2-methyl-7-(6-(3-(piperidin-1-yl)propoxy)pyridin-3-yl)-9,10-dihydro-8-oxo-2,4,10a-triazanaphtho[2,1,8-cde]Azulene-1(2H)-one